C(C)(C)C(C(=O)[O-])(C)C 2-isopropyl-2-methylpropionate